C(CCCC)C=1[C@@H](CCC1)O |r| (±)-2-pentyl-2-cyclopenten-1-ol